NCl aminochlorine